CC1=NOC(=C1C1=CC2=C(N(C(=N2)[C@H]2N(C(OCC2)=O)C2=CC=C(C=C2)Cl)[C@@H]2CC[C@H](CC2)OC)C=C1)C (S)-4-(5-(3,5-dimethylisoxazol-4-yl)-1-((trans)-4-methoxycyclohexyl)-1H-benzo[d]imidazol-2-yl)-3-(4-chlorophenyl)-1,3-oxazinane-2-one